FC=1C=C(C=CC1)CC(=O)N1C2=C(OCC1)C(=CN=C2)C2=CC=C(C#N)C=C2 4-(4-(2-(3-fluorophenyl)acetyl)-3,4-dihydro-2H-pyrido[4,3-b][1,4]oxazin-8-yl)benzonitrile